FC1([C@H](C12CCN(CC2)S(N)(=O)=O)C(N)=NO)F (1R)-2,2-Difluoro-N'-hydroxy-6-sulfamoyl-6-azaspiro[2.5]octane-1-carboximidamide